2-bromo-4-(chloromethyl)-5-fluoropyridine BrC1=NC=C(C(=C1)CCl)F